C1OCC12CC(C2)NC(=O)[C@H]2CC21CCN(CC1)C(=O)OC(C(F)(F)F)C(F)(F)F 1,1,1,3,3,3-hexafluoropropan-2-yl (S)-1-((2-oxaspiro[3.3]heptan-6-yl)carbamoyl)-6-azaspiro[2.5]octane-6-carboxylate